3-bromo-4-fluoro-N-isopentylbenzamide BrC=1C=C(C(=O)NCCC(C)C)C=CC1F